tetrakis-methylene-3-laurylthiopropionate C=S(=C(C(C(CCCCCCCCCCCC)=C)=C)[O-])=C